NC=1C=C(C=CC1F)C(CCC1CC1)N1C(NC(C=C1)=O)=O 1-(1-(3-amino-4-fluorophenyl)-3-cyclopropyl-propyl)-pyrimidine-2,4(1H,3H)-dione